7-(cyclopentyloxy)-2-(1-methyl-2-oxabicyclo[2.1.1]hex-4-yl)-N-(6-methylpyrazolo[1,5-a]pyrimidin-3-yl)imidazo[1,2-a]pyridine-6-carboxamide C1(CCCC1)OC1=CC=2N(C=C1C(=O)NC=1C=NN3C1N=CC(=C3)C)C=C(N2)C23COC(C2)(C3)C